Cl.N1C(=CC2=CC=CC=C12)O indolol hydrochloride